ClC1=CC=C(C=C1)[C@H](C)NC=1N=CC2=C(N1)N(C(C=C2)=O)CC2=CC(=CC=C2)O 2-{[(1S)-1-(4-Chlorophenyl)ethyl]amino}-8-(3-hydroxybenzyl)pyrido[2,3-d]pyrimidin-7(8H)-on